(6Ar)-1-methoxy-6,6-dimethyl-9-methylidene-3-(2-methyloctan-2-yl)-7,8,10,10a-tetrahydro-6aH-benzo[c]chromene COC1=C2C3[C@H](C(OC2=CC(=C1)C(C)(CCCCCC)C)(C)C)CCC(C3)=C